COCOC1=C(C=CC=C1)C=1N=NC=2NC=3CCN([C@@H](C3C2C1)C)C1=NC=C(C=N1)C1CCN(CC1)C(=O)OC(C)(C)C tert-butyl 4-[2-[(3R)-12-[2-(methoxymethoxy)phenyl]-3-methyl-4,8,10,11-tetrazatricyclo[7.4.0.02,7]trideca-1(9),2(7),10,12-tetraen-4-yl]pyrimidin-5-yl]piperidine-1-carboxylate